CC1(OB(OC1(C)C)C1=CC=CC=C1)C 4,4,5,5-Tetra-methyl-2-phenyl-1,3,2-dioxaborolan